FC1=CC=C(C=C1)[C@H]1N(C[C@@H](CC1)C)C(C(=O)NC=1C=C(C(=NC1)NC(OC(C)(C)C)=O)C(F)(F)F)=O tert-butyl N-[5-[[2-[(2S,5R)-2-(4-fluorophenyl)-5-methyl-1-piperidyl]-2-oxo-acetyl]amino]-3-(trifluoromethyl)-2-pyridyl]carbamate